O-methyl (1-(benzo[d][1,3]dioxol-5-yl)propan-2-yl)carbamothioate O1COC2=C1C=CC(=C2)CC(C)NC(OC)=S